FC1=C2OC=3C=C(C=CC3C(C2=CC=C1)=O)N1CCCCC1 5-fluoro-3-(1-piperidinyl)xanthen-9-one